4-[5-(3,5-Dichlorophenyl)-4,5-dihydro-5-(trifluoromethyl)-3-isoxazolyl]-2-methyl-N-(trans-1-oxido-3-thietanyl)-benzamid ClC=1C=C(C=C(C1)Cl)C1(CC(=NO1)C1=CC(=C(C(=O)NC2CS(C2)=O)C=C1)C)C(F)(F)F